6-[(4-Acetylpyridin-2-yl)amino]-4-{[3-methoxy-4-(1-methyl-1H-1,2,4-triazol-3-yl)pyridin-2-yl]amino}-N-(2H3)methylpyridazine-3-carboxamide C(C)(=O)C1=CC(=NC=C1)NC1=CC(=C(N=N1)C(=O)NC([2H])([2H])[2H])NC1=NC=CC(=C1OC)C1=NN(C=N1)C